5-Methyl-N-(pyridin-2-yl)-1-(p-tolyl)-1H-1,2,3-triazole-4-carboxamide CC1=C(N=NN1C1=CC=C(C=C1)C)C(=O)NC1=NC=CC=C1